tert-butyl 3-(3-chloro-5-(oxetan-3-yl)-5H-pyrrolo[3,2-c]pyridazin-6-yl)azetidine-1-carboxylate ClC1=CC2=C(N=N1)C=C(N2C2COC2)C2CN(C2)C(=O)OC(C)(C)C